N-(4-fluoro-3-methylphenyl)-1,2,4-trimethyl-5-(2-((2-methyl-1-(4-methylpiperazin-1-yl)propan-2-yl)amino)-2-oxoacetyl)-1H-pyrrole-3-carboxamide FC1=C(C=C(C=C1)NC(=O)C1=C(N(C(=C1C)C(C(=O)NC(CN1CCN(CC1)C)(C)C)=O)C)C)C